4-pregnen-20α-ol-3-one C[C@@H]([C@H]1CC[C@@H]2[C@@]1(CC[C@H]3[C@H]2CCC4=CC(=O)CC[C@]34C)C)O